methyl 3-[4-[[dimethyl(oxo)-λ6-sulfanylidene]amino]anilino]-5-(methylamino)-6-(3-methylimidazo[4,5-c]pyridin-7-yl)pyrazine-2-carboxylate CS(=O)(C)=NC1=CC=C(NC=2C(=NC(=C(N2)NC)C=2C3=C(C=NC2)N(C=N3)C)C(=O)OC)C=C1